OC1=C(C=C(C=C1)/C=C/C(=O)C1=CC=CC=C1)OC (E)-3-(4-Hydroxy-3-methoxyphenyl)-1-phenylprop-2-en-1-one